2-amino-6-ethyl-3-nitropyridine NC1=NC(=CC=C1[N+](=O)[O-])CC